BrC=1C=C(C2=C(N=NN2COCC[Si](C)(C)C)C1)C(=O)OC methyl 6-bromo-3-{[2-(trimethylsilyl)ethoxy]methyl}-1,2,3-benzotriazole-4-carboxylate